N-(2-decyl-tetradecyl)-3-(3-((3-(hexadecylamino)-3-oxopropyl)amino)propanamido)propanamide C(CCCCCCCCC)C(CNC(CCNC(CCNCCC(=O)NCCCCCCCCCCCCCCCC)=O)=O)CCCCCCCCCCCC